4-(5-((2-chlorophenyl)amino)-6-methoxy-1H-indazol-1-yl)-N-(oxetan-3-yl)thiophene-2-carboxamide ClC1=C(C=CC=C1)NC=1C=C2C=NN(C2=CC1OC)C=1C=C(SC1)C(=O)NC1COC1